Cl.C(C)C1=CC(=C(C=C1OC)N1CCCCC1)OC 4-ethyl-2,5-dimethylOxyphenyl-piperidine hydrochloride